8,8,11a-trimethyl-7a,8,9,10,11,11a-hexahydro-1H,7H-pyrano[2,3-c]xanthen-1-one CC1(CCCC2(OC=3C4=C(C=CC3CC12)OC=CC4=O)C)C